(2S)-2-(2-(6-bromo-4-chloro-7-fluoro-2H-indazol-2-yl)-3-ethoxy-3-oxopropanoyl)Pyrrolidine-1-carboxylic acid tert-butyl ester C(C)(C)(C)OC(=O)N1[C@@H](CCC1)C(C(C(=O)OCC)N1N=C2C(=C(C=C(C2=C1)Cl)Br)F)=O